NCC1=NNC(C2=CC=C(C=C12)C=1C=NN(C1C1=C(C=CC=C1)F)C)=O 4-(aminomethyl)-6-(5-(2-fluorophenyl)-1-methyl-1H-pyrazol-4-yl)phthalazin-1(2H)-one